COC(C(CCCC)CC1=CC=C(C=C1)F)=O 2-[(4-fluorophenyl)methyl]hexanoic acid methyl ester